1-eicosanoyl-2-(9Z,12Z-heptadecadienoyl)-glycero-3-phosphocholine CCCCCCCCCCCCCCCCCCCC(=O)OC[C@H](COP(=O)([O-])OCC[N+](C)(C)C)OC(=O)CCCCCCC/C=C\C/C=C\CCCC